[N+](=O)([O-])[Mn] nitromanganese